1-[3-[7-(difluoromethyl)-6-(1-methylpyrazol-4-yl)-3,4-dihydro-2H-quinolin-1-yl]-1-[1-(3-ethynylcyclobutyl)-4-piperidyl]-6,7-dihydro-4H-pyrazolo[4,3-c]pyridin-5-yl]ethanone FC(C1=C(C=C2CCCN(C2=C1)C1=NN(C2=C1CN(CC2)C(C)=O)C2CCN(CC2)C2CC(C2)C#C)C=2C=NN(C2)C)F